FC1=CC=C(OC=2SC(=C(N2)C)/C=C(/C(=O)C=2C(OC(=CC2O)C(CC/C=C/C(=O)OC)C)=O)\C)C=C1 methyl (E)-6-(3-((E)-3-(2-(4-fluorophenoxy)-4-methylthiazol-5-yl)-2-methylacryloyl)-4-hydroxy-2-oxo-2H-pyran-6-yl)hept-2-enoate